[N-](S(=O)(=O)C(F)(F)F)S(=O)(=O)C(F)(F)F.[NH4+].[N-](S(=O)(=O)C(F)(F)F)S(=O)(=O)C(F)(F)F.C(C1CO1)[N+](C)(C)C glycidyltrimethylammonium bis(trifluoromethanesulfonyl)imide ammonium bis(trifluoromethanesulfonyl)imide